C1(CCCCC1)OC1=CC=C(C=N1)N1C(C(C2=C1N=C(N=C2NC)CO)(C)C)=O (6-(cyclohexyloxy)pyridin-3-yl)-2-(hydroxymethyl)-5,5-dimethyl-4-(methylamino)-5,7-dihydro-6H-pyrrolo[2,3-d]pyrimidin-6-one